(4-fluoro-3-(2-(5-(pyrazin-2-ylamino)-1H-pyrazol-3-yl)ethyl)phenyl)-3-(methylsulfonyl)benzamide FC1=C(C=C(C=C1)C1=C(C(=O)N)C=CC=C1S(=O)(=O)C)CCC1=NNC(=C1)NC1=NC=CN=C1